4-((1R,5S)-3,8-diazabicyclo[3.2.1]octan-3-yl)-8-fluoro-2-methoxy-7-(8-methylnaphthalen-1-yl)pyrido[4,3-d]pyrimidine [C@H]12CN(C[C@H](CC1)N2)C=2C1=C(N=C(N2)OC)C(=C(N=C1)C1=CC=CC2=CC=CC(=C12)C)F